tert-butyl (6aR,8S)-2-(3,5-difluoro-2-methoxyphenyl)-8-hydroxy-6a,7,8,9-tetrahydropyrrolo[1',2':4,5]pyrazino[2,3-c]pyridazine-5(6H)-carboxylate FC=1C(=C(C=C(C1)F)C=1C=C2C(=NN1)N(C[C@@H]1N2C[C@H](C1)O)C(=O)OC(C)(C)C)OC